(4S)-1-[5-(difluoromethyl)-6-[2-hydroxy-6-methyl-4-(trifluoromethyl)phenyl]pyridazin-3-yl]-4-hydroxy-pyrrolidin-2-one FC(C=1C=C(N=NC1C1=C(C=C(C=C1C)C(F)(F)F)O)N1C(C[C@@H](C1)O)=O)F